2-(azetidin-1-yl)-4,5,6,7-tetrahydrothiazolo[5,4-c]pyridine N1(CCC1)C=1SC=2CNCCC2N1